BrC=1C=C(C=NC1[C@@H](C)OC)OCCN1CCOC2(CC2)C1 (R)-7-(2-((5-bromo-6-(1-methoxyethyl)pyridin-3-yl)oxy)ethyl)-4-oxa-7-azaspiro[2.5]octane